CC=1C(=CC=2N(N1)C(=CN2)C2=NC1=CC(=CC=C1C=C2)C#N)C2=CC=C(C=C2)N2CCNCC2 (6-methyl-7-(4-(piperazin-1-yl)phenyl)imidazo[1,2-b]pyridazin-3-yl)quinoline-7-carbonitrile